2-(difluoromethyl)-N-(3-isobutyl-1,1-dimethyl-indan-4-yl)pyridine FC(C1N(C=CC=C1)C1=C2C(CC(C2=CC=C1)(C)C)CC(C)C)F